4-(2-chloro-4-(4-fluorobenzoyl)phenylthio)phenylbis(4-fluorophenyl)sulfonium hexafluoroantimonate F[Sb-](F)(F)(F)(F)F.ClC1=C(C=CC(=C1)C(C1=CC=C(C=C1)F)=O)SC1=CC=C(C=C1)[S+](C1=CC=C(C=C1)F)C1=CC=C(C=C1)F